C1N(CC12CCOCC2)C=2C=NC1=CC=C(C=C1N2)OC2=CC=C(C=C2)NC(C(C)(C)C)=O N-(4-((3-(7-oxa-2-azaspiro[3.5]non-2-yl)quinoxalin-6-yl)oxy)phenyl)pivalamide